3-(3-chloro-4-fluorophenyl)-1-(1-(6,7-difluoro-3-methyl-4-oxo-3,4-dihydrophthalazin-1-yl)ethyl)-1-(3-hydroxypropyl)urea ClC=1C=C(C=CC1F)NC(N(CCCO)C(C)C1=NN(C(C2=CC(=C(C=C12)F)F)=O)C)=O